4-(aminomethyl)oxane-4-carbonitrile NCC1(CCOCC1)C#N